ClC=1C(=NC(=NC1)NC1=C(C=C(C(=C1)C)C1CCN(CC1)C1COC1)OC1CC1)NC=1C(=NN(C1)C)S(=O)(=O)OC(C)C 5-chloro-N2-(2-cyclopropoxy-4-(1-(oxetane-3-yl)piperidin-4-yl)-5-methylphenyl)-N4-(3-(isopropoxysulfonyl)-1-methyl-1H-pyrazol-4-yl)pyrimidin-2,4-diamine